4-(2,6-diphenylimidazo[1,2-a]pyridin-8-yl)aniline C1(=CC=CC=C1)C=1N=C2N(C=C(C=C2C2=CC=C(N)C=C2)C2=CC=CC=C2)C1